(3S)-3-(2-(5-(2-(azetidin-1-yl)ethyl)-2-oxo-4-(trifluoromethyl)pyridin-1(2H)-yl)-4-methylpentanamido)-3-(6'-cyano-3',4-difluoro-2',5-dimethyl-[1,1'-biphenyl]-3-yl)propanoic acid N1(CCC1)CCC=1C(=CC(N(C1)C(C(=O)N[C@@H](CC(=O)O)C=1C=C(C=C(C1F)C)C1=C(C(=CC=C1C#N)F)C)CC(C)C)=O)C(F)(F)F